NC=1C=2N(C=C(N1)C1=C(C#N)C=CC=C1)N=C(N2)CC2=NC=CC=C2 (8-amino-2-(pyridin-2-ylmethyl)-[1,2,4]triazolo[1,5-a]pyrazin-6-yl)benzonitrile